(2S,4R)-1-((4-phenoxybutyryl)glycyl)-4-(p-tolyloxy)pyrrolidine-2-carboxylic acid methyl ester COC(=O)[C@H]1N(C[C@@H](C1)OC1=CC=C(C=C1)C)C(CNC(CCCOC1=CC=CC=C1)=O)=O